2,6-Difluoro-3-(3-methyl-5-(7-((1-methyl-1H-pyrazol-4-yl)sulfonyl)-4,7-diazaspiro[2.5]octan-4-yl)-1H-pyrazolo[3,4-c]pyridin-1-yl)-5-(trifluoromethyl)phenol FC1=C(C(=C(C=C1N1N=C(C=2C1=CN=C(C2)N2C1(CC1)CN(CC2)S(=O)(=O)C=2C=NN(C2)C)C)C(F)(F)F)F)O